COC1=CC2=C(NC(S2)=O)C=C1 6-methoxybenzothiazole-2-one